NCC=1C=C(C=CC1)C=1C=C(C2=C(C(=CO2)COC2=C(C=CC=C2)CC(=O)O)C1)CN(C)C 2-(2-((5-(3-(aminomethyl)phenyl)-7-((dimethylamino)methyl)benzofuran-3-yl)methoxy)phenyl)acetic acid